(3-(3-chloro-4-(pyridin-2-yloxy)phenyl)-1,2,4-oxadiazol-5-yl)methacrylic acid ClC=1C=C(C=CC1OC1=NC=CC=C1)C1=NOC(=N1)C=C(C(=O)O)C